N-(3-(3-amino-4-(1-oxo-4-(trifluoromethyl)-1,2,3,4-tetrahydroisoquinolin-6-yl)-1H-pyrazol-1-yl)phenyl)acrylamide NC1=NN(C=C1C=1C=C2C(CNC(C2=CC1)=O)C(F)(F)F)C=1C=C(C=CC1)NC(C=C)=O